C[Si](OCCOC)(OCCOC)OCCOC Methyl-tris(methoxyethoxy)silane